(±)-(trans)-N-[8-amino-6-(4-methylisothiazol-3-yl)-3-isoquinolyl]-2-cyano-cyclopropanecarboxamide NC=1C=C(C=C2C=C(N=CC12)NC(=O)[C@H]1[C@@H](C1)C#N)C1=NSC=C1C |r|